COCCC1CC=C(CC1)C=NO N-{[4-(2-methoxyethyl)cyclohex-1-en-1-yl]methylene}hydroxylamine